tert-butyl 5-methoxy-3-oxo-3,6-dihydropyridine-1(2H)-carboxylate COC1=CC(CN(C1)C(=O)OC(C)(C)C)=O